NC1=C(C=C(C=C1F)C(=O)C1=CC=C2C(=CC=CN12)C=1C(=CC2=C(N(N=C2C1OC)C)C)C(F)(F)F)F (4-amino-3,5-difluorophenyl)(8-(7-methoxy-2,3-dimethyl-5-(trifluoromethyl)-2H-indazol-6-yl)indolizin-3-yl)methanone